5-bromo-6-cyclopentyl-2-(3-ethyl-1-methyl-1H-pyrazol-4-yl)-4(3H)-pyrimidinone BrC=1C(NC(=NC1C1CCCC1)C=1C(=NN(C1)C)CC)=O